FC1=CC(=C(C=C1C(NCC=1C=NC=CC1)=O)NC(=O)C1=CN=C(S1)C)C N-(4-Fluoro-2-methyl-5-((pyridin-3-ylmethyl)carbamoyl)phenyl)-2-methylthiazole-5-carboxamide